5-chloro-2-(4-methoxyphenyl)-7-[(propan-2-yl)sulfanyl][1,2,4]triazolo[1,5-c]quinazoline ClC1=NC=2C(=CC=CC2C=2N1N=C(N2)C2=CC=C(C=C2)OC)SC(C)C